ClC1=CC=C(C=C1)C=1C(=NN(C1C#N)C1=CC=CC=C1)C(F)(F)F 4-(4-chlorophenyl)-1-phenyl-3-trifluoromethyl-1H-pyrazole-5-nitrile